bis(2,2-difluoroethyl)N,N-diethylamide phosphate P(=O)([O-])([O-])[O-].FC(CC(C[N-]CC)CC(F)F)F